CC1(CC(CN1)OC=1N=CC(=NC1C)C1=CNC2=C(C=CC=C12)C#N)C 3-(5-((5,5-dimethylpyrrolidin-3-yl)oxy)-6-methylpyrazin-2-yl)-1H-indole-7-carbonitrile